BrC=1N=C2C(=CC(N(C2=CC1)C)=O)O 6-Bromo-4-hydroxy-1-methyl-1,5-naphthyridin-2(1H)-one